(1S)-6-chloro-2-(4,6-dimethoxypyrimidin-2-yl)-1-{[(3S)-oxan-3-yl]methyl}-2,3,4,9-tetrahydro-1H-pyrido[3,4-b]indole ClC=1C=C2C3=C(NC2=CC1)[C@@H](N(CC3)C3=NC(=CC(=N3)OC)OC)C[C@H]3COCCC3